OC(CCNC(=O)C=1C(=C2C(=NC1)SC(=C2)C2=CN=CS2)NC(C)C)C N-(3-Hydroxybutyl)-4-(isopropylamino)-2-(thiazol-5-yl)thieno[2,3-b]pyridin-5-carboxamid